C(C)N(C1=CC=C2C=C(COC2=C1)C=O)CC 7-(diethylamino)-2H-chromen-3-al